(S)-2-aminopropionamide hydrobromide Br.N[C@H](C(=O)N)C